ClC=1C=2N(C=C(C1)C(=O)N1C[C@@H](CCC1)N)N=C(C2C)C2=CC=1C(=NC(=CC1)Cl)N2CC2CC2 (3R)-1-{4-Chloro-2-[6-chloro-1-(cyclopropylmethyl)-1H-pyrrolo[2,3-b]pyridin-2-yl]-3-methylpyrazolo[1,5-a]pyridine-6-carbonyl}piperidin-3-amine